NC=1C(=NC(=CC1)OC)N(CCCC1=C(C=CC(=C1F)F)NC1=C(C(=O)OC)C=C(C(=C1)C(F)(F)F)F)C(=O)OC(C)(C)C methyl 2-((2-(3-((3-amino-6-methoxypyridin-2-yl) (tert-butoxycarbonyl) amino) propyl)-3,4-difluorophenyl) amino)-5-fluoro-4-(trifluoromethyl)-benzoate